(5s,10s)-3,7-Di(azetidin-1-yl)-5-(3-chloropropyl)-5-methyl-3'H,5H-spiro[dibenzo[b,e]siline-10,1'-isobenzofuran]-3'-one N1(CCC1)C=1C=CC2=C([Si](C3=C(C=CC(=C3)N3CCC3)C23OC(C2=CC=CC=C32)=O)(C)CCCCl)C1